C=CCSC(=NC1=CC=CC=C1)[C@H](C#N)C2=NC3=CC=CC=C3N2 allyl 2-(1H-benzimidazol-2-yl)-2-cyano-N-phenylethanimidothioate